[2,2]bipyridinyl N1=C(C=CC=C1)C1=NC=CC=C1